tricalcium iodine [I].[Ca].[Ca].[Ca]